OC(C)N1CCOCC1 4-(1-hydroxyethyl)-morpholine